tert-butyl 4-[3-(4-bromo-3-methyl-phenoxy)propyl]-4-fluoro-piperidine-1-carboxylate BrC1=C(C=C(OCCCC2(CCN(CC2)C(=O)OC(C)(C)C)F)C=C1)C